2,5-Norbornadiene C12C=CC(C=C1)C2